4,4''-bis((((S)-1-(trifluoromethyl)heptyl)oxy)methyl)-1,1':4',1''-terphenyl FC([C@H](CCCCCC)OCC1=CC=C(C=C1)C1=CC=C(C=C1)C1=CC=C(C=C1)CO[C@@H](CCCCCC)C(F)(F)F)(F)F